3-phenyl-4,5-dihydro-1H-benzo[g]indol-7-ol C1(=CC=CC=C1)C1=CNC=2C3=C(CCC12)C=C(C=C3)O